4-fluoro-8H-dibenzo[3,4:6,7]cyclohepta[1,2-b]thiophen-8-one FC1=CC=CC2=C1C1=C(SC=C1)C1=C(C2=O)C=CC=C1